2-((1S,3R)-3-((2,2'-difluoro-5'-methylbiphenyl-4-yl)methylamino)cyclobutyl)hexanoic acid FC1=C(C=CC(=C1)CNC1CC(C1)C(C(=O)O)CCCC)C1=C(C=CC(=C1)C)F